cinnamyl[2-(2,6-Dibenzhydryl-4-methylphenyl)-5-(dimethylamino)imidazo[1,5-a]pyridin-3-ylidene]chloropalladium(II) C(C=CC1=CC=CC=C1)[Pd-2](Cl)=C1N(C=C2N1C(=CC=C2)N(C)C)C2=C(C=C(C=C2C(C2=CC=CC=C2)C2=CC=CC=C2)C)C(C2=CC=CC=C2)C2=CC=CC=C2